(R)-5-chloro-N,1-dimethyl-6-oxo-N-(2,2,2-trifluoro-1-(4-fluorophenyl)ethyl)-1,6-dihydropyridine-3-sulfonamide ClC1=CC(=CN(C1=O)C)S(=O)(=O)N([C@@H](C(F)(F)F)C1=CC=C(C=C1)F)C